C1(C=CCC1)OCC1=CC=CC=C1 cyclopent-2-en-1-yl-oxymethylbenzene